6-[[(2R,3R,4S,5R)-3-(3,4-difluoro-2-methoxy-phenyl)-4,5-dimethyl-5-(trifluoromethyl)tetrahydrofuran-2-carbonyl]amino]pyridine-2-carboxamide FC=1C(=C(C=CC1F)[C@@H]1[C@@H](O[C@]([C@H]1C)(C(F)(F)F)C)C(=O)NC1=CC=CC(=N1)C(=O)N)OC